2-Phenoxyacetonitrile-13C O(C1=CC=CC=C1)C[13C]#N